COC(=O)C=1N=C(SC1)N1CCN(CC1)S(=O)(=O)C1=CC=C(C=C1)C#N 2-(4-((4-cyanophenyl)sulfonyl)piperazin-1-yl)thiazole-4-carboxylic acid methyl ester